2-(p-methoxyphenyl)quinoline COC1=CC=C(C=C1)C1=NC2=CC=CC=C2C=C1